ClC=1C=NC=C(C1C(C)OC=1C=C2C(=NNC2=CC1)C1=NC2=C(N1)CN(C2)S(=O)(=O)C)Cl 5-(1-(3,5-dichloropyridin-4-yl)ethoxy)-3-(5-(methylsulfonyl)-1,4,5,6-tetrahydropyrrolo[3,4-d]imidazol-2-yl)-1H-indazole